[(2R)-1-[[4-[[4-[[2-(6-methyl-2-pyridyl)pyrimidin-4-yl]amino]pyrimidin-2-yl]amino]phenyl]methyl]piperazin-2-yl]methanol CC1=CC=CC(=N1)C1=NC=CC(=N1)NC1=NC(=NC=C1)NC1=CC=C(C=C1)CN1[C@H](CNCC1)CO